NCC1=CC(=C(C=C1)C=1N=C2SC3=C(C=NC(=C3)C(=O)NCCCN(CC)CC)N2C1)F 2-(4-(aminomethyl)-2-fluorophenyl)-N-(3-(diethylamino)propyl)imidazo[2',1':2,3]thiazolo[4,5-c]pyridine-7-carboxamide